CNC1=NC=C(C2=CC(=NC=C12)N)C#CC1=CC2=C(N(N=N2)COCC[Si](C)(C)C)C=C1 N1-methyl-4-((1-((2-(trimethylsilyl)ethoxy)methyl)-1H-benzo[d][1,2,3]triazol-5-yl)ethynyl)-2,7-naphthyridine-1,6-diamine